5-(7-fluoro-imidazo[1,2-a]pyridin-3-yl)-8-((5-(4-methyl-piperazin-1-yl)pyridin-2-yl)amino)isoquinolin-1(2H)-one FC1=CC=2N(C=C1)C(=CN2)C2=C1C=CNC(C1=C(C=C2)NC2=NC=C(C=C2)N2CCN(CC2)C)=O